(R)-1-(4-((5-(1-(3,3-difluorocyclobutyl)-1H-benzo[d][1,2,3]triazol-6-yl)-6-fluoro-4-methoxypyrrolo[2,1-f][1,2,4]triazin-2-yl)amino)-3,3-difluoropiperidin-1-yl)-2-hydroxyethan-1-one FC1(CC(C1)N1N=NC2=C1C=C(C=C2)C=2C(=CN1N=C(N=C(C12)OC)N[C@H]1C(CN(CC1)C(CO)=O)(F)F)F)F